C(C)(C)(C)OC(NCC1=CC=C(C=C1)NC(=O)C12CC(C1)(C2)C(NC2=CC(=C(C=C2)Br)F)=O)=O (4-{[3-(4-bromo-3-fluoro-phenylcarbamoyl)-bicyclo[1.1.1]pentane-1-carbonyl]-amino}-benzyl)-carbamic acid tert-butyl ester